ClC1=CC=C(OC2=C(C=C(C=C2)NC(CC2=C(C=CC=C2)Cl)=O)S(N)(=O)=O)C=C1 N-[4-(4-chlorophenoxy)-3-sulfamoylphenyl]-2-(2-chlorophenyl)acetamide